cyclopentyl-6-methoxy-2-((1-(methylsulfonyl)piperidin-4-yl)amino)pterin C1(CCCC1)NC1(NC2=NC=C(N=C2C(N1)=O)OC)NC1CCN(CC1)S(=O)(=O)C